C[C@H]1NC(C=2SC3=CC=C4N=C(C=CC4=C3C2NC1)C1=CC=C(C=C1)N1CCN(CC1)C(=O)OC(C)(C)C)=O tert-butyl 4-[4-[(15R)-15-methyl-13-oxo-11-thia-6,14,17-triazatetracyclo[8.8.0.02,7.012,18]octadeca-1,3,5,7,9,12(18)-hexaen-5-yl]phenyl]piperazine-1-carboxylate